ClC=1C(N(C(=CC1OCC1=NC=C(C=C1F)F)C)C1=C(C(=NC=C1C)[Sn](C)(C)C)F)=O 3-chloro-4-[(3,5-difluoropyridin-2-yl)methoxy]-3'-fluoro-5',6-dimethyl-2'-(trimethylstannyl)-[1,4'-bipyridin]-2-one